2-(1-(2-iodophenoxy)ethyl)pyridine IC1=C(OC(C)C2=NC=CC=C2)C=CC=C1